N-(5-(4-((2-methyl-4-(piperidin-4-ylmethyl)piperazin-1-yl)methyl)piperidin-1-yl)pyridin-2-yl)piperidine-4-carboxamide hydrochloride Cl.CC1N(CCN(C1)CC1CCNCC1)CC1CCN(CC1)C=1C=CC(=NC1)NC(=O)C1CCNCC1